ClC1=CC=C(C=C1)C1(CC1)C(=O)NC1(CN(CCC1)C(=O)OC(C)(C)C)C tert-butyl 3-[1-(4-chlorophenyl)cyclopropaneamido]-3-methylpiperidine-1-carboxylate